tert-butyl 4-((3-(4-((3-(2,3-difluoro-4-methoxyphenyl)imidazo[1,2-a]pyrazin-8-yl)amino)-2-ethylbenzamido)propyl) carbamoyl)piperidine-1-carboxylate FC1=C(C=CC(=C1F)OC)C1=CN=C2N1C=CN=C2NC2=CC(=C(C(=O)NCCCNC(=O)C1CCN(CC1)C(=O)OC(C)(C)C)C=C2)CC